F[C@@H]1[C@H]2CC[C@@H](C[C@@H]1N(C=1N=CC(=NC1)C1=C(C=C(C=C1)C1=CC(N(C=C1)CF)=O)O)C)N2 4-(4-(5-(((1R,2R,3S,5S)-2-fluoro-8-azabicyclo[3.2.1]octan-3-yl)(methyl)amino)pyrazin-2-yl)-3-hydroxyphenyl)-1-(fluoromethyl)pyridin-2(1H)-one